[N+](=O)([O-])C1=CC=C(C=C1)CCNC[C@@H](C1=CC=CC=C1)O (R)-2-((4-nitrophenylethyl)amino)-1-phenylethyl alcohol